COC(=O)C1=CC=CC=2CCOC21 2H-benzofuran-7-carboxylic acid methyl ester